(S)-aspartic acid N[C@@H](CC(=O)O)C(=O)O